2-[1-(2-methyl-1,3-thiazol-4-yl)-1H-pyrazol-4-yl]propanoic acid CC=1SC=C(N1)N1N=CC(=C1)C(C(=O)O)C